C(C=C)(=O)OCCC(C(C(C(=O)[O-])(CCOC(C=C)=O)CCOC(C=C)=O)(O)C(=O)[O-])C(=O)[O-] Tri(2-(acryloyloxy)ethyl)citrat